7-(8-chloro-3-fluoro-naphthalen-1-yl)-6,8-difluoro-2-(((2R,7aS)-2-fluorotetrahydro-1H-pyrrolizin-7a(5H)-yl)-methoxy)-4-((1S,5R)-1-methyl-3,8-diaza-bicyclo[3.2.1]octan-3-yl)quinazoline ClC=1C=CC=C2C=C(C=C(C12)C1=C(C=C2C(=NC(=NC2=C1F)OC[C@]12CCCN2C[C@@H](C1)F)N1C[C@@]2(CC[C@H](C1)N2)C)F)F